6-Bromo-3-(2-(6-bromo-3-(hydroxymethyl)-4-oxochroman-3-yl)ethyl)-3-hydroxychroman-4-one BrC=1C=C2C(C(COC2=CC1)(O)CCC1(COC2=CC=C(C=C2C1=O)Br)CO)=O